ClC=1C(=C(C(=O)OC)C=CC1)NS(=O)(=O)C1=NN2C(=NC(=CC2=N1)F)OCC methyl 3-chloro-2-[[(5-ethoxy-7-fluoro[1,2,4]triazolo[1,5-c]pyrimidin-2-yl)sulfonyl]amino]benzoate